1-(3-(3-chlorophenyl)-1H-pyrazolo[4,3-b]pyridin-6-yl)-4-methylpiperidine-4-amine ClC=1C=C(C=CC1)C1=NNC=2C1=NC=C(C2)N2CCC(CC2)(N)C